1-(4-(cyclopropylmethyl)-3,4-dihydroquinoxalin-1(2H)-yl)-2-(Piperidin-1-yl)propan-1-one C1(CC1)CN1CCN(C2=CC=CC=C12)C(C(C)N1CCCCC1)=O